O1C(=NC2=C1C=CC=C2)C2=C(C(=O)OC)C=CC=C2 methyl 2-(benzoxazol-2-yl)benzoate